3-(3-((tert-Butyldimethylsilyl)oxy)-2-fluoropropoxy)-5-ethyl-4-nitro-1H-pyrazole [Si](C)(C)(C(C)(C)C)OCC(COC1=NNC(=C1[N+](=O)[O-])CC)F